ethyl 1-(3-(difluoromethyl)-4-(((methylsulfonyl)oxy)methyl)benzyl)-1H-pyrazole-4-carboxylate FC(C=1C=C(CN2N=CC(=C2)C(=O)OCC)C=CC1COS(=O)(=O)C)F